(R)-3-(4-bromo-3-fluorophenyl)-5-hydroxymethyl-oxazolidin-2-one 2-(2-(1-chloroethoxy)-2-oxoethyl)phenyl-propionate ClC(C)OC(CC1=C(C=CC=C1)OC(CC)=O)=O.BrC1=C(C=C(C=C1)N1C(O[C@H](C1)CO)=O)F